C1(=CC=CC=C1)S(=O)(=O)N1C=CC2=CC=C(C=C12)OC 1-(phenylsulfonyl)-6-methoxy-indole